C(C)(C)(C)OC(NC(C)C)=O isopropyl-carbamic acid tert-butylester